O(C1=CC=CC=C1)C(=O)O anti-phenoxycarboxylic acid